FC=1C=C(C=CC1)N1N=C(C=C(C1=O)C(=O)N[C@H](CO)C)C=1C=NC(=NC1)C(F)(F)F 2-(3-Fluorophenyl)-N-[(2S)-1-hydroxypropan-2-yl]-3-oxo-6-[2-(trifluoromethyl)pyrimidin-5-yl]-2,3-dihydropyridazin-4-carboxamid